1,6-naphthyridine-5,7(6H,8H)-dione N1=CC=CC=2C(NC(CC12)=O)=O